N-(4-(4-(6-(4,4-difluoropiperidin-1-yl)pyridin-2-yl)-1H-1,2,3-triazol-1-yl)-3-(piperidin-1-yl)phenyl)methanesulfonamide FC1(CCN(CC1)C1=CC=CC(=N1)C=1N=NN(C1)C1=C(C=C(C=C1)NS(=O)(=O)C)N1CCCCC1)F